Cl.CC1C(NCCC1)C(=O)O 3-methyl-piperidine-2-carboxylic acid hydrochloride